2-(cyclopentyl(methyl)amino)-5-(N,N-dimethylsulfamoyl)-N-(4,5-dimethylthiazol-2-yl)benzamide C1(CCCC1)N(C1=C(C(=O)NC=2SC(=C(N2)C)C)C=C(C=C1)S(N(C)C)(=O)=O)C